C(C)OC(C1=CN=C(C=C1)N1CCN(CC1)C1=CC(=C(C=C1)Cl)C1=NN2C(C=CC=C2)=C1C)=O 6-(4-(4-chloro-3-(3-methylpyrazolo[1,5-a]pyridin-2-yl)phenyl)piperazin-1-yl)nicotinic acid ethyl ester